C(C)(C)(C)C=1SC2=C(N1)C(CC1(CCN(CC1)C(=O)C=1C=C(C(=C3C=NNC13)C)OC)C2)=O 2-(tert-butyl)-1'-(5-methoxy-4-methyl-1H-indazole-7-carbonyl)-5H-spiro[benzo[d]thiazol-6,4'-piperidin]-4(7H)-one